C(C1=CC=CC=C1)OCC1(CC1)S(=O)(=O)N(C1=NC=CN=C1)C 1-(benzyloxymethyl)-N-methyl-N-pyrazin-2-yl-cyclopropanesulfonamide